6-chloro-2-methoxy-3-nitropyridine ClC1=CC=C(C(=N1)OC)[N+](=O)[O-]